[Cl-].[Cl-].C(C(C)(C)C)C1(C=CC2=CC=3CCCC3C=C12)[Zr+2]C1(C(=C(C(=C1C)C)C)C)C (neopentyl-1,5,6,7-tetrahydro-s-indacenyl)(pentamethyl-cyclopentadienyl)zirconium dichloride